tert-Butyl {4-[(3,4-diamino-6-chloropyridin-2-yl)(methyl)amino]butyl}methylcarbamate NC=1C(=NC(=CC1N)Cl)N(CCCCN(C(OC(C)(C)C)=O)C)C